(4-(5-Chlorooxazolo[4,5-b]pyridin-2-yl)piperazin-1-yl)(3-methyl-4-(1-neopentyl-1H-1,2,3-triazol-4-yl)phenyl)methanone ClC1=CC=C2C(=N1)N=C(O2)N2CCN(CC2)C(=O)C2=CC(=C(C=C2)C=2N=NN(C2)CC(C)(C)C)C